N-(4-(4-amino-1-methyl-7-(1-(tetrahydro-2H-pyran-4-yl)-1H-pyrazol-4-yl)-1H-pyrazolo[4,3-c]pyridin-3-yl)-2-(cyclohexyl-methoxy)phenyl)-1,1-difluoromethane-sulfonamide NC1=NC=C(C2=C1C(=NN2C)C2=CC(=C(C=C2)NS(=O)(=O)C(F)F)OCC2CCCCC2)C=2C=NN(C2)C2CCOCC2